(R)-4-(hydroxymethyl)oxazolidin-2-one OC[C@H]1NC(OC1)=O